ClC=1C(=CC=C2N=CC(=NC12)C=1C=NN(C1)CC1CCN(CC1)C)OC=1C=CC2=C(N(C(=N2)C)COCC[Si](C)(C)C)C1 8-chloro-7-((2-methyl-1-((2-(trimethylsilyl)ethoxy)methyl)-1H-benzo[d]imidazol-6-yl)oxy)-2-(1-((1-methylpiperidin-4-yl)methyl)-1H-pyrazol-4-yl)quinoxaline